2-methyl-6-(1-methyl-1H-indol-6-yl)-N-{1-[3-(1-methyl-1H-pyrazol-4-yl)phenyl]ethyl}pyrimidin-4-amine CC1=NC(=CC(=N1)NC(C)C1=CC(=CC=C1)C=1C=NN(C1)C)C1=CC=C2C=CN(C2=C1)C